2-fluoro-3-(6-methylpyridin-2-yl)prop-2-en-1-one FC(C=O)=CC1=NC(=CC=C1)C